3-(1-oxo-2,3-dihydro-1H-inden-5-yl)azetidine O=C1CCC2=CC(=CC=C12)C1CNC1